2-methoxy-4-(4-(4-methylpiperazin-1-yl)piperidin-1-yl)aniline COC1=C(N)C=CC(=C1)N1CCC(CC1)N1CCN(CC1)C